1-Boc-4-(2-hydroxyethyl)piperazine C(=O)(OC(C)(C)C)N1CCN(CC1)CCO